(4R,7S)- or (4S,7R)-N-(Benzo[d][1,3]dioxol-5-yl)-N-methyl-3-(9-methyl-3-(trifluoromethyl)-5,6,7,8-tetrahydro-4,7-epiminocyclohepta[c]pyrazol-1(4H)-yl)benzamide O1COC2=C1C=CC(=C2)N(C(C2=CC(=CC=C2)N2N=C(C1=C2C[C@@H]2CC[C@H]1N2C)C(F)(F)F)=O)C |o1:23,26|